3-{4-[methyl({[3-(trifluoromethyl)phenyl]methyl})sulfamoyl]phenyl}-1-(pyridin-3-ylmethyl)urea CN(S(=O)(=O)C1=CC=C(C=C1)NC(NCC=1C=NC=CC1)=O)CC1=CC(=CC=C1)C(F)(F)F